5-Chloro-6-(1-(3-chloropyridin-2-yl)-3-methoxy-1H-pyrazol-5-carboxamido)-N-methylpyrazolo[1,5-a]pyridin-7-carboxamid ClC1=CC=2N(C(=C1NC(=O)C1=CC(=NN1C1=NC=CC=C1Cl)OC)C(=O)NC)N=CC2